N-(3-(N-cyclobutylsulfamoyl)phenyl)-2-(6-azaspiro[2.5]octan-6-yl)nicotinamide C1(CCC1)NS(=O)(=O)C=1C=C(C=CC1)NC(C1=C(N=CC=C1)N1CCC2(CC2)CC1)=O